N1C(=NC2=C1C=CC=C2)C2=CC(=NN2CC2=CC=C(C=C2)OC)NC(C2=CC=C(C=C2)N2CCNCC2)=O N-[5-(1H-benzimidazol-2-yl)-1-[(4-methoxyphenyl)methyl]pyrazol-3-yl]-4-piperazin-1-yl-benzamide